(2-amino-3-(3-((6-(3-(4-(benzyloxy)phenyl)propoxy)pyridin-3-yl)methyl)isoxazol-5-yl)pyridin-1-ium-1-yl)methyl hydrogen phosphate P(=O)(OC[N+]1=C(C(=CC=C1)C1=CC(=NO1)CC=1C=NC(=CC1)OCCCC1=CC=C(C=C1)OCC1=CC=CC=C1)N)(O)[O-]